(S)-2-(((benzyloxy)carbonyl)amino)-3-(1-oxo-7-(2-(5,6,7,8-tetrahydro-1,8-naphthyridin-2-yl)ethyl)-3,4-dihydropyrrolo[1,2-a]pyrazin-2(1H)-yl)propionic acid C(C1=CC=CC=C1)OC(=O)N[C@H](C(=O)O)CN1C(C=2N(CC1)C=C(C2)CCC2=NC=1NCCCC1C=C2)=O